tert-Butyl 2-(2-(2-chloro-5-methyl-pyrimidin-4-yl)-4-oxo-6,7-dihydrothieno[3,2-c]pyridin-5(4H)-yl)propanoate ClC1=NC=C(C(=N1)C1=CC=2C(N(CCC2S1)C(C(=O)OC(C)(C)C)C)=O)C